N1C=CC=2C1=NC=C(C2)OC=2C(=NC=C(C2)N2CCC1(CC(C1)N1C(CCC1)C1=C(C=CC=C1)C(C)C)CC2)C(=O)NS(=O)(=O)C2=CC(=C(C=C2)NCC2CNCCO2)[N+](=O)[O-] 3-((1H-pyrrolo[2,3-b]pyridin-5-yl)oxy)-5-(2-(2-(2-isopropylphenyl)pyrrolidin-1-yl)-7-Azaspiro[3.5]nonan-7-yl)-N-((4-((morpholin-2-ylmethyl)amino)-3-nitrophenyl)sulfonyl)picolinamide